CC1=CC=C(C=C1)S(=O)(=O)NC(=O)N[C@@H](CC1=CC=CC=C1)C(=O)O N-(p-toluenesulfonylaminocarbonyl)-phenylalanine